1-benzyl-N-[(6S)-2,4-dimethyl-5-oxo-7,8-dihydro-6H-pyrazolo[1,5-a][1,3]diazepin-6-yl]pyrazole-3-carboxamide C(C1=CC=CC=C1)N1N=C(C=C1)C(=O)N[C@@H]1C(N(C=2N(CC1)N=C(C2)C)C)=O